C(C)(C)(C)S(=O)(=O)C[C@H](C1CC1)N1C([C@@](C[C@H]([C@H]1C1=CC(=C(C=C1)Cl)F)C1=CC(=CC=C1)Cl)(C)CC(=O)NC1=CC(=C(C(=O)O)C=C1)OC)=O |&1:16| 4-(2-((3R,SR,6S)-1-((S)-2-(tert-butylsulfonyl)-1-cyclopropylethyl)-6-(4-chloro-3-fluorophenyl)-5-(3-chlorophenyl)-3-methyl-2-oxopiperidin-3-yl)acetamido)-2-methoxybenzoic acid